BrC1=C(N=CS1)C=O 5-Bromothiazole-4-carbaldehyde